[C@H]1([C@H](O)[C@@H](O)[C@@H](O)[C@H](O1)CO)OC[C@@H]([C@@H]([C@@H](CCCCCCCCCCCCCC)O)O)NC(=O)NC(CCCCCCCCCCCCCCCCCCCCCCC)=O (2S,3S,4R)-1-(α-D-galactopyranosyloxy)-2-(tetracosanoylureido)-3,4-octadecanediol